C(#N)C=1C=CC2=C(N(C(=N2)NC(CC(C)(O)C2CC2)=O)C2CCC2)C1 N-(6-cyano-1-cyclobutyl-1H-benzo[d]imidazol-2-yl)-3-cyclopropyl-3-hydroxybutanamide